2-[((quinolin-6-yl)methoxy)imino]Malononitrile N1=CC=CC2=CC(=CC=C12)CON=C(C#N)C#N